NC1=NC=2C(=CC(=CC2C=2N1N=C(N2)[C@H]2CN(CCC2)C=2C=NN(C2)C(C(C)O)C)F)OC 3-(4-((R)-3-(5-amino-9-fluoro-7-methoxy-[1,2,4]triazolo[1,5-c]quinazolin-2-yl)piperidin-1-yl)-1H-pyrazol-1-yl)butan-2-ol